O1CCN(CC1)C=1SC=2C(=NC(=CC2)N2CCCC2)N1 2-morpholino-5-(pyrrolidin-1-yl)thiazolo[4,5-b]pyridin